FC1(CN(CC1(C)C)C1=CC(=NC=2N1N=CC2F)C=2C(NC(NC2)=O)=O)F 5-(7-(3,3-difluoro-4,4-dimethylpyrrolidin-1-yl)-3-fluoropyrazolo[1,5-a]pyrimidin-5-yl)pyrimidine-2,4(1H,3H)-dione